[Cl-].C(CCCCCCCCCCCCCCCCC)(=O)OCC[N+](C)(C)CCO N-(stearoyl-oxy-ethyl)N-hydroxyethyl-N,N-dimethylammonium chloride